C(C)(C)(C)OC(=O)N1[C@@H](CN(CC1)C=1C2=C(N=CN1)N(C=C2I)C2=CC(=CC=C2)Cl)C (R)-4-(7-(3-chlorophenyl)-5-iodo-7H-pyrrolo[2,3-d]pyrimidin-4-yl)-2-methylpiperazine-1-carboxylic acid tert-butyl ester